(4-chlorophenylmethyl)-8-(morpholin-4-yl)imidazo[1,2-c]pyrido[2,3-e]pyrimidine-2,5(3H,6H)-dione ClC1=CC=C(C=C1)CC1C(N=C2N1C(NC1=C2N=CC(=C1)N1CCOCC1)=O)=O